ClC1=C2CC(OC(C2=C(C(=C1)C(=O)N[C@@H](C(C)C)C(=O)O)O)=O)C N-((5-Chloro-8-hydroxy-3-methyl-1-oxo-7-isochromanyl)carbonyl)valine